O.ClC=1C=CC(=C2C=NN(C(C12)=O)C)CC1CC2(CN(C2)C[C@@H](CC2=CC=3N(C=C2C)C=NN3)C)C1 8-chloro-2-methyl-5-[[2-[(2R)-2-methyl-3-(6-methyl-[1,2,4]triazolo[4,3-a]pyridin-7-yl)propyl]-2-azaspiro[3.3]heptan-6-yl]methyl]phthalazin-1-one monohydrate